C(#N)C1=CC(=C(C=C1)C1C(=C(NC2=C(C=NC(=C12)OCC1CCCC1)C)C)C(=O)O)OC 4-(4-cyano-2-methoxyphenyl)-5-(cyclopentylmethoxy)-2,8-dimethyl-1,4-dihydro-1,6-naphthyridine-3-carboxylic acid